ClC=1C=C(C(=C(C1)C1=C2C(=NN1C)C=C(S2)CN2C(C1C(C1C2=O)(C)C)=O)OC2CN(CC2C)C)C 3-((3-(5-chloro-2-(1,4-dimethylpyrrolidin-3-yloxy)-3-methylphenyl)-2-methyl-2H-thieno[3,2-c]pyrazol-5-yl)methyl)-6,6-dimethyl-3-azabicyclo[3.1.0]hexane-2,4-dione